BrCCCOC1=CC=C(C=C1)S(=O)(=O)NCCCC1=NNC2=CC=C(C=C12)Cl 4-(3-bromopropoxy)-N-(3-(5-chloro-1H-indazol-3-yl)propyl)benzenesulfonamide